1-(3-(3-((4-phenoxyphenyl)amino)-1,4,5,6,8-pentazaacenaphthylen-5(1H)-yl)piperidin-1-yl)prop-2-en-1-one O(C1=CC=CC=C1)C1=CC=C(C=C1)NC=1C2=CNC=3N=CN=C(N(N1)C1CN(CCC1)C(C=C)=O)C32